2-(4-((1R,5S)-3,8-diazabicyclo[3.2.1]octan-8-yl)-2-(((S)-1-methylpyrrolidin-2-yl)methoxy)quinazolin-7-yl)-3-methylaniline [C@H]12CNC[C@H](CC1)N2C2=NC(=NC1=CC(=CC=C21)C2=C(N)C=CC=C2C)OC[C@H]2N(CCC2)C